1-((3R,4R)-3-fluoro-4-((6-((5-methylthiazol-2-yl)amino)-1-((1-(trifluoromethyl)cyclopropyl)methyl)-1H-pyrrolo[3,2-c]pyridin-4-yl)oxy)pyrrolidin-1-yl)prop-2-en-1-one F[C@@H]1CN(C[C@H]1OC1=NC(=CC2=C1C=CN2CC2(CC2)C(F)(F)F)NC=2SC(=CN2)C)C(C=C)=O